BrCC1=CC(=C(C=C1C)C=1C=C(C(N(C1)C)=O)C)C 5-(4-bromomethyl-2,5-dimethyl-phenyl)-1,3-dimethyl-1H-pyridin-2-one